4-((5-(dimethylamino)thiophen-2-yl)methylene)-3-methylisoxazol-5(4H)-one CN(C1=CC=C(S1)C=C1C(=NOC1=O)C)C